C(C)C1=C(C=2C(=NC=C(C2)B2OC(C(O2)(C)C)(C)C)N1S(=O)(=O)C1=CC=C(C)C=C1)C1=CC(=CC=C1)F 2-ethyl-3-(3-fluorophenyl)-5-(4,4,5,5-tetramethyl-1,3,2-dioxaborolan-2-yl)-1-tosyl-1H-pyrrolo[2,3-b]pyridine